2-(4-(6-((4-Cyano-2-fluorobenzyl)oxy)pyridin-2-yl)-2-fluorobenzyl)-1-(cyclopropylmethyl)-1H-benzo[d]imidazole-6-carboxylic acid C(#N)C1=CC(=C(COC2=CC=CC(=N2)C2=CC(=C(CC3=NC4=C(N3CC3CC3)C=C(C=C4)C(=O)O)C=C2)F)C=C1)F